2-(hydroxymethyl)-N-(4-hydroxyphenyl)-N-phenylpent-4-ynylamide OCC(C[N-]C1=CC=C(C=C1)O)CC#CC1=CC=CC=C1